methyl 2-[5-[(4R)-5-amino-4-methyl-pentyl]-1-methyl-pyrazol-4-yl]-6-methyl-pyridine-4-carboxylate NC[C@@H](CCCC1=C(C=NN1C)C1=NC(=CC(=C1)C(=O)OC)C)C